C(C(=C)C)(=O)NC[Si](OCC)(OCC)C methacrylamidomethylmethyldiethoxysilane